C(CCCCCCCCCCCCCCC)N1C(=C(C(C=C1)=O)OC(=O)C(C)(C)C)C N-hexadecyl-2-methyl-3-t-butylcarbonyloxy-pyridin-4-one